CC1=NN2C=NNC(C2=C1)=O 2-Methylpyrazolo[1,5-d][1,2,4]triazin-4(5H)-one